CC=1C=C(C=CC1[N+](=O)[O-])SC1=CC=C(C=C1)F (4-fluorophenyl) (3-methyl-4-nitrophenyl) sulfide